(±)-trans-3-butyl-3-ethyl-2,3,4,5-tetrahydro-5-phenyl-1,4-benzothiazepine-4,8-diol C(CCC)[C@]1(CSC2=C([C@@H](N1O)C1=CC=CC=C1)C=CC(=C2)O)CC |r|